F[C@@H]1[C@@H](C2(C[C@H]1C)CCN(CC2)C(=O)OCC2=CC=CC=C2)O (1R,2S,3R)-benzyl 2-fluoro-1-hydroxy-3-methyl-8-azaspiro[4.5]decane-8-carboxylate